7-(hydroxymethyl)-3-methyl-1,2,3,4,8,9-hexahydropyrido[4',3':3,4]Pyrazolo[1,5-a]Pyrazine OCC1CNC=C2N1NC1=C2CNC(C1)C